(12AR)-9-bromo-7,10-difluoro-3,4,12,12a-tetrahydro-6H-pyrazino[2,1-c][1,4]benzoxazepine-2(1H)-carboxylic acid tert-butyl ester C(C)(C)(C)OC(=O)N1C[C@@H]2COC3=C(CN2CC1)C(=CC(=C3F)Br)F